[Na].P1(OCCCCO1)=O.NCCCCCCN hexamethylenediamine tetramethylene phosphonate sodium salt